NC1=NC=CC(=C1)CN1C=C(C(C2=CC(=C(C=C12)N1[C@H](CCC1)COC1=NC=CC=C1Cl)Cl)=O)C(=O)O (R)-1-((2-aminopyridin-4-yl)methyl)-6-chloro-7-(2-(((3-chloropyridin-2-yl)oxy)methyl)pyrrolidin-1-yl)-4-oxo-1,4-dihydroquinoline-3-carboxylic acid